tert-butyl (S)-3-(4-(methoxycarbonyl)-2-(tetrahydro-2H-pyran-4-yl)phenoxy)pyrrolidine-1-carboxylate COC(=O)C1=CC(=C(O[C@@H]2CN(CC2)C(=O)OC(C)(C)C)C=C1)C1CCOCC1